4-(2-chloro-4-(tri-fluoromethoxy)phenoxy)-N-(pyridin-3-yl)-6-(trifluoromethyl)-nicotinamide ClC1=C(OC2=CC(=NC=C2C(=O)NC=2C=NC=CC2)C(F)(F)F)C=CC(=C1)OC(F)(F)F